3-[6-(7-methyl-spiro[2H-benzofuran-3,1'-cyclopropan]-4-yl)oxy-3-pyridinyl]-1H-imidazo[4,5-b]pyridin-2-one CC1=CC=C(C2=C1OCC21CC1)OC1=CC=C(C=N1)N1C(NC=2C1=NC=CC2)=O